FC1=C(CC2=C3N(C=C(N2)C2=CC=CC=C2)C(C(=N3)CC3=CC(=CC=C3)C)=O)C=CC=C1 8-(2-Fluorobenzyl)-2-(3-methylbenzyl)-6-phenylimidazo[1,2-a]pyrazin-3(7H)-one